N-(3-(2-(1H-1,2,4-triazol-1-yl)ethoxy)phenyl)-4-((4-fluorophenyl)sulfonamido)benzamide N1(N=CN=C1)CCOC=1C=C(C=CC1)NC(C1=CC=C(C=C1)NS(=O)(=O)C1=CC=C(C=C1)F)=O